C(C)OC([C@H](C)OC1=C(C=C(C(=C1)Cl)Cl)C1=NOCC1OCCCC)=O Ethyl-(2S)-2-[4,5-dichloro-2-(4-butoxy-4,5-dihydroisoxazol-3-yl)phenoxy]propanoat